OCC1=C(C=O)OC=C1 hydroxymethyl-furfural